[1,3-bis(2,4,6-trimethylphenyl)imidazolium-2-ylidene]-dichloro-[(2-isopropoxy-5-nitro-phenyl)methylene]Ruthenium CC1=C(C(=CC(=C1)C)C)N1C([NH+](C=C1)C1=C(C=C(C=C1C)C)C)=[Ru](=CC1=C(C=CC(=C1)[N+](=O)[O-])OC(C)C)(Cl)Cl